2-Amino-4-(3-((3S,4R)-3-(dimethylamino)-4-hydroxypyrrolidin-1-yl)-5-fluoro-7,9-dihydrofuro[3,4-f]quinazolin-6-yl)-5-fluorobenzo[b]thiophene-3-carbonitrile NC1=C(C2=C(S1)C=CC(=C2C=2C1=C(C=3C=NC(=NC3C2F)N2C[C@@H]([C@@H](C2)O)N(C)C)COC1)F)C#N